N-[3-(3-amino-2-chloro-phenyl)-2-methyl-phenyl]-4-oxo-6,7-dihydro-5H-pyrazolo[1,5-a]pyridine-2-carboxamide NC=1C(=C(C=CC1)C=1C(=C(C=CC1)NC(=O)C1=NN2C(C(CCC2)=O)=C1)C)Cl